6-((3S,4S)-4-amino-3-methyl-2-oxa-8-azaspiro[4.5]decan-8-yl)-3-(Ra)-(2-chloro-3-methylphenyl)-2-methylpyrimidin-4(3H)-one TFA salt OC(=O)C(F)(F)F.N[C@@H]1[C@@H](OCC12CCN(CC2)C2=CC(N(C(=N2)C)C2=C(C(=CC=C2)C)Cl)=O)C